NC1=C2C(=NC=N1)N(N=C2C#CC=2C=NC=NC2)[C@@H]2O[C@@H]([C@H]([C@H]2O)O)CSCC=2C(=NOC2C2=CC=CC=C2)C (2R,3R,4S,5S)-2-(4-Amino-3-(pyrimidin-5-ylethynyl)-1H-pyrazolo[3,4-d]pyrimidin-1-yl)-5-((((3-methyl-5-phenylisoxazol-4-yl)methyl)thio)methyl)tetrahydrofuran-3,4-diol